NC1=NC=C(C2=C1C(=NN2C)C2=CC(=C(C=C2)NS(=O)(=O)C(F)F)O[C@@H](C)C2=CC=C(C=C2)F)C=2C=NN(C2)C2CCC(CC2)C(=O)O 4-(4-{4-amino-3-[4-(difluoromethanesulfonamido)-3-[(1S)-1-(4-fluorophenyl)ethoxy]phenyl]-1-methyl-1H-pyrazolo[4,3-c]pyridin-7-yl}1H-pyrazol-1-yl)cyclohexane-1-carboxylic acid